6-cyclopropoxy-N-(4,4-difluorocyclohexyl)-2-(4-methylthiazol-2-yl)pyrimidin-4-amine C1(CC1)OC1=CC(=NC(=N1)C=1SC=C(N1)C)NC1CCC(CC1)(F)F